FC(S(=O)(=O)OCC1(O[C@H](C[C@@H]1O[Si](C)(C)C(C)(C)C)N1C(NC(C(=C1)F)=O)=O)COS(=O)(=O)C(F)(F)F)(F)F [(3S,5R)-3-[(tert-butyldimethylsilyl)oxy]-5-(5-fluoro-2,4-dioxo-3H-pyrimidin-1-yl)-2-[(trifluoromethanesulfonyloxy)methyl]oxolan-2-yl]methyl trifluoro-methanesulfonate